CS(=O)(=O)C1(CC1)CN1C(C(=CCC1)N1CCOCC1)=O 1-((1-(Methylsulfonyl)cyclopropyl)methyl)-3-morpholino-5,6-dihydropyridin-2(1H)-one